BrC1=CN=C(S1)C1=CC=C(C=O)C=C1 4-(5-bromo-1,3-thiazol-2-yl)benzaldehyde